(S)-2-(1-((5-fluoroquinazolin-4-yl)amino)-2-methylpropyl)-3-phenyl-5-(pyrimidin-5-yl)quinazolin-4(3H)-one FC1=C2C(=NC=NC2=CC=C1)N[C@@H](C(C)C)C1=NC2=CC=CC(=C2C(N1C1=CC=CC=C1)=O)C=1C=NC=NC1